1-(3-chlorophenyl)-N-{2-fluoro-3-[6-oxo-4-(trifluoromethyl)-1,6-dihydropyrimidin-2-yl]-4-(trifluoromethyl)benzyl}piperidine-4-carboxamide ClC=1C=C(C=CC1)N1CCC(CC1)C(=O)NCC1=C(C(=C(C=C1)C(F)(F)F)C=1NC(C=C(N1)C(F)(F)F)=O)F